C1(CCCCC1)C(=O)OCOS(=O)(=O)ON1[C@@H]2CC[C@H](N(C1=O)C2)C(NOCCNC(=O)OC(C)(C)C)=O ((((((1R,2S,5R)-2-((2-((tert-butoxycarbonyl) amino) ethoxy) carbamoyl)-7-oxo-1,6-diazabicyclo[3.2.1]oct-6-yl) oxy) sulfonyl) oxy) methyl) cyclohexanecarboxylate